C(C)(C)(C)N1CC=C(C=C1)NC(CC1=C(C=CC(=C1)C(C)NCC(F)(F)F)O)=O N-tert.-Butyl-4-[[2-[2-hydroxy-5-[1-(2,2,2-trifluoroethylamino)ethyl]phenyl]acetyl]amino]pyridin